S1C2=C(C=C1C1=C(C(=C(C=C1CCCCC)O)C1=C(C=CC(=C1)C)C(=C)C)O)C=CC=C2 3-(benzo[b]thiophen-2-yl)-5'-methyl-4-pentyl-2'-(prop-1-en-2-yl)-[1,1'-biphenyl]-2,6-diol